2-((1S,3R)-3-(azidomethyl)-6,7-dichloro-8-methoxy-1-methyl-1,3-dihydro-2H-pyrrolo[3,4-c]quinolin-2-yl)-2-oxoethyl acetate C(C)(=O)OCC(=O)N1[C@H](C=2C=NC=3C(=C(C(=CC3C2[C@@H]1C)OC)Cl)Cl)CN=[N+]=[N-]